The molecule is a member of the class of tetrazoles that is 1H-tetrazole substituted by amino groups at positions 1 and 5 respectively. It has a role as a metabolite. It is a member of tetrazoles and an aromatic amine. It derives from a hydride of a 1H-tetrazole. C1(=NN=NN1N)N